2-[3-[2-(8-chloro-4-oxo-chromen-2-yl)-5-(trifluoromethyl)phenoxy]propyl-methyl-amino]acetic acid ClC=1C=CC=C2C(C=C(OC12)C1=C(OCCCN(CC(=O)O)C)C=C(C=C1)C(F)(F)F)=O